1-[3-(4-Bromo-2-methyl-2H-pyrazol-3-yl)-4-methoxy-phenyl]-3-(4-chloro-3-trifluoromethyl-phenyl)-urea BrC1=C(N(N=C1)C)C=1C=C(C=CC1OC)NC(=O)NC1=CC(=C(C=C1)Cl)C(F)(F)F